COCCC[N+]1=CC=CC=C1 N-(3-methoxypropyl)pyridinium